ClC1=C(C=CC(=C1)C(=O)N1[C@H]([C@@H](N(CC1)C1=CC(=CC=C1)Cl)C)C)[S@](=O)CC(C(F)F)=O |&1:24| (±)-3-((2-Chloro-4-(4-(3-chlorophenyl)-trans-2,3-dimethylpiperazine-1-carbonyl)phenyl)sulfinyl)-1,1-difluoropropan-2-one